5,5-difluoro-1-(3-fluoro-5-(trifluoromethyl)phenyl)-3-(trifluoromethyl)-4,5,6,7-tetrahydro-1H-indol-4-ol FC1(C(C=2C(=CN(C2CC1)C1=CC(=CC(=C1)C(F)(F)F)F)C(F)(F)F)O)F